1,1,1-trifluoro-N-[2-fluoro-3-[[7-[(3-fluoro-2-pyridyl)oxy]-4-methyl-2-oxo-chromen-3-yl]methyl]phenyl]methanesulfonamide FC(S(=O)(=O)NC1=C(C(=CC=C1)CC=1C(OC2=CC(=CC=C2C1C)OC1=NC=CC=C1F)=O)F)(F)F